C(C)(C)N1N=NC(=C1)S(=O)(=O)N 1-Isopropyl-1H-1,2,3-triazole-4-sulfonamide